ClC1=C(C(=NN1)C)C1=CC(=C2C=C(C(=CN2C1=O)F)C=1N=C(N(C1)C)C(C)(C)O)C(C)C 3-(5-Chloro-3-methyl-1H-pyrazol-4-yl)-7-fluoro-8-(2-(2-hydroxypropan-2-yl)-1-methyl-1H-imidazol-4-yl)-1-isopropyl-4H-quinolizin-4-one